OC(C(=O)O)CCCCCC\C=C/C\C=C/CCCCC alpha-hydroxy-linoleic acid